ClC1=CC=C2C(=CC(=NC2=C1Cl)N1[C@@H](CCC1)COCC(C(=O)OC)F)N1C=NC=C1 Methyl 3-(((S)-1-(7,8-dichloro-4-(1H-imidazol-1-yl)quinolin-2-yl)pyrrolidin-2-yl)methoxy)-2-fluoropropanoate